5-carboxy-1,3-cyclohexanedione C(=O)(O)C1CC(CC(C1)=O)=O